COCC12CNCC(CC1)N2C(=O)[O-] 1-(methyl Oxymethyl)-3,8-diazabicyclo[3.2.1]octane-8-carboxylate